ClC=1C=C(C=CC1N1C(N(C=C1)C)=O)C1=C(C(=CC(=C1)F)C1=CC(=NC=C1)N1CCN(CC1)C1CC1)O 1-(3-chloro-3'-(2-(4-cyclopropylpiperazin-1-yl)pyridin-4-yl)-5'-fluoro-2'-hydroxy-[1,1'-biphenyl]-4-yl)-3-methyl-1H-imidazol-2(3H)-one